methyl (R)-4-(((1S,2S)-2-aminocyclohexyl)(methyl) amino)-3-benzyl-4-oxo-butanoate N[C@@H]1[C@H](CCCC1)N(C([C@@H](CC(=O)OC)CC1=CC=CC=C1)=O)C